BrC1=C(C=C(C(=C1)OCOC)I)F 1-bromo-2-fluoro-4-iodo-5-(methoxymethoxy)benzene